(1R,2S,5S)-3-(2-(3,4-difluorophenyl)-2-hydroxyacetyl)-6,6-dimethyl-N-((S)-3-oxo-1-((S)-2-oxopyrrolidin-3-yl)-4-(trifluoromethoxy)butan-2-yl)-3-azabicyclo[3.1.0]hexane-2-carboxamide FC=1C=C(C=CC1F)C(C(=O)N1[C@@H]([C@H]2C([C@H]2C1)(C)C)C(=O)N[C@@H](C[C@H]1C(NCC1)=O)C(COC(F)(F)F)=O)O